N-(4-(5-(2-acetamidopyridin-4-yl)-2-(methylthio)-1-((2-(trimethylsilyl)ethoxy)methyl)-1H-imidazol-4-yl)-2,3-dihydro-1H-inden-1-yl)-3,5-difluorobenzamide C(C)(=O)NC1=NC=CC(=C1)C1=C(N=C(N1COCC[Si](C)(C)C)SC)C1=C2CCC(C2=CC=C1)NC(C1=CC(=CC(=C1)F)F)=O